ClC=1C=C(C=CC1C(F)(F)F)NC1=C2C=C(NC2=C(C=C1)F)C(=O)OCC Ethyl 4-((3-chloro-4-trifluoromethylphenyl) amino)-7-fluoro-1H-indole-2-carboxylate